N1C=NC2=C1C=CC(=C2)C2=CN=C1C(=N2)N(C=N1)CC1CCOCC1 6-(1H-Benzo[d]imidazol-5-yl)-1-((tetrahydro-2H-pyran-4-yl)methyl)-1H-imidazo[4,5-b]pyrazin